4-chloro-1-(4-iodobenzyl)-1H-indazole-7-carboxylic acid methyl ester COC(=O)C=1C=CC(=C2C=NN(C12)CC1=CC=C(C=C1)I)Cl